ClC=1C=C(C=CC1Cl)NCCCC1=CC(=NO1)C(=O)OCC ethyl 5-(3-((3,4-dichlorophenyl)amino)propyl)isoxazole-3-carboxylate